5-[2-(cyclopropylmethoxy)-5-ethylsulfonylphenyl]-1-methyl-3-(2,2,2-trifluoroethoxy)pyridin-2-one C1(CC1)COC1=C(C=C(C=C1)S(=O)(=O)CC)C=1C=C(C(N(C1)C)=O)OCC(F)(F)F